C(C)C=1C=2N(N=C(C1)C1=CC(=C3C=C(N=NC3=C1)C1CCNCC1)F)C=C(N2)C 7-(8-Ethyl-2-methylimidazo[1,2-b]pyridazin-6-yl)-5-fluoro-3-(piperidin-4-yl)cinnoline